ClC=1C=C(C=C(C1)Cl)C1OC(=C(C1=O)OS(=O)(=O)C1=CC=CC=C1)N 2-(3,5-dichlorophenyl)-4-[[phenylsulfonyl]oxy]-5-amino-3(2H)-furanone